5-Chloro-7-((4-methoxybenzyl)(methyl)amino)-N-((1r,2r)-2-methoxycyclobutyl)pyrazolo[1,5-a]pyrimidine-3-carboxamide ClC1=NC=2N(C(=C1)N(C)CC1=CC=C(C=C1)OC)N=CC2C(=O)N[C@H]2[C@@H](CC2)OC